N'-(isophthaloylbis(oxy))bis(N-benzyl-2,2-dimethylbutanamide) C(C1=CC(C(=O)OC(C(C(=O)NCC2=CC=CC=C2)(C)C)C)=CC=C1)(=O)OC(C(C(=O)NCC1=CC=CC=C1)(C)C)C